2-(1-(tert-butyl)-6-fluoro-3-methyl-2-oxo-2,3-dihydro-1H-benzo[d]imidazol-4-yl)-2-(methyl((1S,3S)-3-(4-(5,6,7,8-tetrahydro-1,8-naphthyridin-2-yl)butoxy)cyclopentyl)-amino)acetic acid C(C)(C)(C)N1C(N(C2=C1C=C(C=C2C(C(=O)O)N([C@@H]2C[C@H](CC2)OCCCCC2=NC=1NCCCC1C=C2)C)F)C)=O